5-(1-(6-methylpyridin-2-yl)-1H-pyrazol-5-yl)pyrazolo[1,5-a]pyridine-3-carboxylic acid CC1=CC=CC(=N1)N1N=CC=C1C1=CC=2N(C=C1)N=CC2C(=O)O